NC1=NC=NN2C1=C(C(=N2)C2=C(C=C(C=C2)NC(C(=C)F)=O)OC)C2=CC(=C(C(=O)NC1C(C1)(F)F)C=C2)OC 4-(4-amino-6-(4-(2-fluoroacrylamido)-2-methoxyphenyl)pyrazolo[5,1-f][1,2,4]triazin-5-yl)-N-(2,2-difluorocyclopropyl)-2-methoxybenzamide